6-(2-hydroxy-2-methylpropoxy)-4-[6-[6-[(6-methoxypyridin-3-yl)methyl]-3,6-diazabicyclo[3.1.1]heptan-3-yl]pyridin-3-yl]pyrazolo[1,5-a]pyridine-3-carbonitrile OC(COC=1C=C(C=2N(C1)N=CC2C#N)C=2C=NC(=CC2)N2CC1N(C(C2)C1)CC=1C=NC(=CC1)OC)(C)C